ethyl 2-(4-(1-carbamoylcyclopentyl)phenyl)-3-methylbutanoate C(N)(=O)C1(CCCC1)C1=CC=C(C=C1)C(C(=O)OCC)C(C)C